pentacosa-butane-1,4-diol diacrylate C(C=C)(=O)O.C(C=C)(=O)O.C(CCCO)O.C(CCCO)O.C(CCCO)O.C(CCCO)O.C(CCCO)O.C(CCCO)O.C(CCCO)O.C(CCCO)O.C(CCCO)O.C(CCCO)O.C(CCCO)O.C(CCCO)O.C(CCCO)O.C(CCCO)O.C(CCCO)O.C(CCCO)O.C(CCCO)O.C(CCCO)O.C(CCCO)O.C(CCCO)O.C(CCCO)O.C(CCCO)O.C(CCCO)O.C(CCCO)O.C(CCCO)O